C(C)(C)N1S(C2=C(C1)C=C(C(=C2)N2CCOCC2)NC(=O)C=2C=NN1C2N=CC=C1)(=O)=O N-(2-isopropyl-6-morpholino-1,1-dioxido-2,3-dihydrobenzo[d]isothiazol-5-yl)pyrazolo[1,5-a]pyrimidine-3-carboxamide